2-butynic acid acetate C(C)(=O)O.C(C#CC)(=O)O